N1C=CC2=CC=C(C=C12)C1=C(C(=O)O)C=CC=C1C#CC=1C=C2C(=NC1)N(C=C2)CC2CCOCC2 2-(1H-indol-6-yl)-3-[1-(tetrahydro-pyran-4-ylmethyl)-1H-pyrrolo[2,3-b]pyridin-5-ylethynyl]-benzoic acid